tert-butyl (4-bromobenzo[d]oxazol-2-yl)carbamate BrC1=CC=CC2=C1N=C(O2)NC(OC(C)(C)C)=O